C(C)(=O)C1(CC(=C(CC1)C)C)C(C(=O)O)(C1=CC=CC=C1)C1=CC=CC=C1.O1CCC(=CC1)C=1C=C(C=NC1)C(=O)N1C2=C(OCC1)C=CC=C2 (5-(3,6-dihydro-2H-pyran-4-yl)pyridin-3-yl)(2,3-dihydro-4H-benzo[b][1,4]oxazin-4-yl)methanone 1-Acetyl-3,4-dimethylcyclohex-3-en-1-yl-2,2-diphenylacetate